C1(=CC=CC=C1)C(CC=CC(=O)[O-])C=CC(=O)[O-] 1-Phenylethane-1,2-diyl-diacrylate